OC1=C(C=CC(=C1C)O)C=1N=C(SC1)NC(C(C)C)=O N-(4-(2,4-Dihydroxy-3-methylphenyl)thiazol-2-yl)-isobutyramid